SCCSCCC 1,4-dithiaheptane